C(C)(C)(C)OC(=O)N1CCC2(CCN(C2)C2=CC(=CC=C2)OC)CC1 2-(3-Methoxyphenyl)-2,8-diazaspiro[4.5]decane-8-carboxylic acid tert-butyl ester